(E)-4-hydroxy-2-(pyridin-2-yl)-N'-(3-(trifluoromethoxy)benzylidene)pyrimidine-5-carbohydrazide OC1=NC(=NC=C1C(=O)N/N=C/C1=CC(=CC=C1)OC(F)(F)F)C1=NC=CC=C1